C(C)(C)(C)C1CN=C2C=3N1C(=NC3CCNC2)C2=CC=C(C=C2)Br tert-butyl-2-(4-bromophenyl)-3,4,6,7,8,9-hexahydro-1,2a,5,7-tetraazabenzo[cd]azulene